ClC1=CC(=NC(=C1)CSC)C 4-chloro-2-methyl-6-((methylthio)methyl)pyridine